5-chloro-2-[[6-chloro-3-(4-hydroxyiminocyclohexyl)-4-quinolyl]amino]benzoic acid ClC=1C=CC(=C(C(=O)O)C1)NC1=C(C=NC2=CC=C(C=C12)Cl)C1CCC(CC1)=NO